2-(2,6-dioxopiperidin-3-yl)-4-methyl-3-oxoisoindoline-5-carboxylic acid O=C1NC(CCC1N1CC2=CC=C(C(=C2C1=O)C)C(=O)O)=O